2-butylmalonic acid calcium salt [Ca+2].C(CCC)C(C(=O)[O-])C(=O)[O-]